NC(C)C1=CC=NC2=C(C=C(C=C12)C1=NC(=NC=C1F)N[C@H]1[C@@H](COCC1)O)F (3S,4R)-4-((4-(4-(1-aminoethyl)-8-fluoroquinolin-6-yl)-5-fluoropyrimidin-2-yl)amino)tetrahydro-2H-pyran-3-ol